COC1CCN(CC1)C1=NC=CC(=N1)NC=1N=CC2=C(C=CC(=C2C1)[C@H]1N(CC1)C(C=C)=O)N1C([C@@H]([C@H]1C)CS(=O)(=O)C)(C)C 1-((S)-2-(3-((2-(4-methoxypiperidin-1-yl)pyrimidin-4-yl)amino)-8-((3R,4R)-2,2,4-trimethyl-3-((methylsulfonyl)methyl)azetidin-1-yl)isoquinolin-5-yl)azetidin-1-yl)prop-2-en-1-one